N[C@@H](CCCCNC(OCC1=CC=CC=C1)=O)C(NCCO[C@@H]1[C@@H](O)[C@@H](O)[C@H](O)[C@H](O1)CO)=O Benzyl (S)-[5-amino-6-oxo-6-({2-[(α-D-mannopyranosyl)oxy]ethyl}amino)hexyl]carbamate